3-(2-chloro-3-(1-((1-methyl-1H-imidazol-4-yl)methyl)-2-oxoindolin-5-yl)phenyl)piperidine-2,6-dione ClC1=C(C=CC=C1C=1C=C2CC(N(C2=CC1)CC=1N=CN(C1)C)=O)C1C(NC(CC1)=O)=O